amino-7H-pyrrolo[2,3-d]pyrimidin NC=1N=CC2=C(N1)NC=C2